FC1=C(C(=O)OC[Si](C)(C)C)C(=CC(=C1CCCO)N[C@@H](C(F)(F)F)CC)F (trimethylsilyl)methyl (R)-2,6-difluoro-3-(3-hydroxypropyl)-4-((1,1,1-trifluorobutan-2-yl)amino)benzoate